2-[6-[rac-(4aR,8aS)-6-methyl-3,4a,5,7,8,8a-hexahydro-2H-pyrido[4,3-b][1,4]oxazin-4-yl]pyridazin-3-yl]-3,5-dimethyl-phenol CN1C[C@@H]2[C@@H](OCCN2C2=CC=C(N=N2)C2=C(C=C(C=C2C)C)O)CC1 |r|